2-benzoyl-4-bromobenzoic acid C(C1=CC=CC=C1)(=O)C1=C(C(=O)O)C=CC(=C1)Br